C(C)(C)(C)N1N=C(C(=C1NC1=NC=C(N=C1)C(F)(F)F)C(=O)N)C1=CC(=C(C=C1)NS(=O)(=O)C(F)F)OCC1=CC=C(C=C1)Cl 1-(tert-butyl)-3-(3-((4-chlorobenzyl)oxy)-4-((difluoromethyl)sulfonamido)phenyl)-5-((5-(trifluoromethyl)pyrazin-2-yl)amino)-1H-pyrazole-4-carboxamide